C/C=C/C=C/CO The molecule is a medium-chain primary fatty alcohol that is hexan-1-ol with two trans double bonds at positions 2 and 4. It has a role as a fragrance and a flavouring agent. It is a primary allylic alcohol, a medium-chain primary fatty alcohol and an alkenyl alcohol.